ClC1=C(C=C(C(=C1)Cl)N)N1N=C(N(C1)C(F)F)C 1-(2,4-dichloro-5-aminophenyl)-3-methyl-4-difluoromethyl-1H-1,2,4-triazole